FC1=CC=C(C=C1)[C@@H](C)N1N=CC(=C1)C=1C=C(C=NC1)C1=CC=2N(C=C1)N=C(N2)N |r| racemic-7-(5-(1-(1-(4-fluorophenyl)ethyl)-1H-pyrazol-4-yl)pyridin-3-yl)-[1,2,4]triazolo[1,5-a]pyridin-2-amine